4-dimethylaminopyridine hydrochloride salt Cl.CN(C1=CC=NC=C1)C